oleic acid octyl ester C(CCCCCCC)OC(CCCCCCC\C=C/CCCCCCCC)=O